tert-Butyl ((2S,3S)-1-((4-fluoro-2-(hydroxymethyl)phenyl)amino)-3-methyl-1-oxopentan-2-yl)carbamate FC1=CC(=C(C=C1)NC([C@H]([C@H](CC)C)NC(OC(C)(C)C)=O)=O)CO